(4-bromophenyl)[4-(4-fluorobenzyl)piperazin-1-yl]methanone BrC1=CC=C(C=C1)C(=O)N1CCN(CC1)CC1=CC=C(C=C1)F